ClC=1C=CC2=C(C=C(O2)C(=O)N2CCC(CC2)NC(=O)C=2OC(=NN2)C2=CC=C(C=C2)Cl)C1 N-(1-(5-chlorobenzofuran-2-carbonyl)piperidin-4-yl)-5-(4-chlorophenyl)-1,3,4-oxadiazole-2-carboxamide